(4-(1-(2,2-difluoroethyl)-3-phenyl-1H-pyrazol-4-yl)-7-methoxyquinazolin-6-yl)-1-ethyl-1H-pyrazole-4-carboxamide FC(CN1N=C(C(=C1)C1=NC=NC2=CC(=C(C=C12)C1=NN(C=C1C(=O)N)CC)OC)C1=CC=CC=C1)F